2-(2-((1-((benzyloxy)carbonyl)piperidin-4-yl)oxy)ethoxy)propanoic acid C(C1=CC=CC=C1)OC(=O)N1CCC(CC1)OCCOC(C(=O)O)C